(2S,5R)-7-oxo-2-(N-((5-(trifluoromethyl) pyridin-2-yl) sulfonyl) formamidyl)-1,6-diazabicyclo[3.2.1]oct-6-ylsulfate O=C1N([C@@H]2CC[C@@H](N1C2)N(C=O)S(=O)(=O)C2=NC=C(C=C2)C(F)(F)F)OS(=O)(=O)[O-]